COC1=CC=C(C=N1)[C@@H]1COC2=C(O1)C=CC(=C2)CN2C=NC=1C2=NC=C(C1)C#CC(C)(N)C (R)-4-(3-((2-(6-methoxypyridin-3-yl)-2,3-dihydrobenzo[b][1,4]dioxin-6-yl)methyl)-3H-imidazo[4,5-b]pyridin-6-yl)-2-methylbut-3-yn-2-amine